C(C)(C)(C)OC(=O)NCCC[C@@H](CC(=O)O)NC(C1=CC(=CC=C1)C1=NOC(=N1)C)=O (3S)-6-(tert-butoxycarbonylamino)-3-[[3-(5-methyl-1,2,4-oxadiazol-3-yl)benzoyl]amino]hexanoic acid